CN1N=CC(=C1)C=1C=NN2C1C=C(C=C2)C2=CC(=CO2)C(=O)O 5-[3-(1-methylpyrazol-4-yl)pyrazolo[1,5-a]pyridin-5-yl]furan-3-carboxylic acid